3-methyl-6-(naphthalen-1-ylmethyl)-1,6-dihydro-2H-pyrrolo[3,4-d]Pyrimidine CN1CNC=2C(C1)=CN(C2)CC2=CC=CC1=CC=CC=C21